tert-butyl (2S,4S)-2'-iodo-2-(1-methyl-1H-1,2,3-triazol-4-yl)-4',5'-dihydrospiro[piperidine-4,7'-thieno[2,3-c]pyran]-1-carboxylate IC1=CC2=C([C@@]3(OCC2)C[C@H](N(CC3)C(=O)OC(C)(C)C)C=3N=NN(C3)C)S1